N=1N(N=CC1)C=1C=C(C[C@H]2NCCOC2)C=CC1 (R)-3-(3-(2H-[1,2,3]triazol-2-yl)benzyl)morpholine